Dimethyl (1R,3aS)-4-bromo-1-(2,5-dioxopyrrolidin-1-yl)-1,2-dihydropyrrolo[1,2-a]quinoline-3,3(3aH)-dicarboxylate BrC=1[C@H]2N(C3=CC=CC=C3C1)[C@@H](CC2(C(=O)OC)C(=O)OC)N2C(CCC2=O)=O